2,7-bis(3,5-dimethylphenyl)fluorene CC=1C=C(C=C(C1)C)C1=CC=2CC3=CC(=CC=C3C2C=C1)C1=CC(=CC(=C1)C)C